ClC=1C(=NC=C(N1)Cl)C#N 3,5-dichloro-2-cyanopyrazine